N-Boc-putrescine C(=O)(OC(C)(C)C)NCCCCN